ClC1=CC(=NC=N1)N1C2CC(C1)(C2)C(C)(C)O 2-(2-(6-chloropyrimidin-4-yl)-2-azabicyclo[2.1.1]hexan-4-yl)propan-2-ol